CN1C(N=CC=C1N)=O 3-methylcytosine